COC(=O)[C@H]1O[C@]([C@H]([C@H]1C1=C(C(=C(C=C1)F)F)OCC1=CC=CC=C1)C)(C(F)(F)F)C (2s,3s,4s,5r)-3-(2-benzyloxy-3,4-difluoro-phenyl)-4,5-dimethyl-5-(trifluoromethyl)tetrahydrofuran-2-carboxylic acid methyl ester